methyl 3-((isoquinoline-1-carboxamido)methyl)-3a,4,5,6-tetrahydro-6aH-cyclopenta[d]isoxazole-6a-carboxylate C1(=NC=CC2=CC=CC=C12)C(=O)NCC1=NOC2(C1CCC2)C(=O)OC